C1(=CCC=CC1)CC1=CC=CC=C1 (cyclohexa-1,4-dien-1-ylmethyl)benzene